N-[(4aR,6R)-2-(4-cyclobutyl-1,2-benzoxazol-3-yl)-5,5-difluoro-1-oxooctahydropyrrolo[1,2-c]pyrimidin-6-yl]ethanesulfonamide C1(CCC1)C1=CC=CC2=C1C(=NO2)N2C(N1[C@H](CC2)C([C@@H](C1)NS(=O)(=O)CC)(F)F)=O